CN1CCN(CC1)C1=CC=C(C=N1)CNC=1N=CC2=C(N1)NC=C2C2=CC=1N(C=C2)N=CC1C(=O)NC1CCOCC1 5-(2-(((6-(4-methylpiperazin-1-yl)pyridin-3-yl)methyl)amino)-7H-pyrrolo[2,3-d]pyrimidin-5-yl)-N-(tetrahydro-2H-pyran-4-yl)pyrazolo[1,5-a]pyridine-3-carboxamide